C(C)(C)(C)OC(=O)N1CC(C(CC1)(F)F)C(=O)N1CCN(CC1)C1=NC=C(C=N1)C(F)(F)F 4,4-Difluoro-3-[4-[5-(trifluoromethyl)pyrimidin-2-yl]piperazine-1-carbonyl]piperidine-1-carboxylic acid tert-butyl ester